4-(4-pyranyl)pyrazole O1CC=C(C=C1)C=1C=NNC1